5-(4-cyclopropylphenyl)-3-(ethylsulfonyl)-2-hydrazinopyridine C1(CC1)C1=CC=C(C=C1)C=1C=C(C(=NC1)NN)S(=O)(=O)CC